N-methyl-3-(2-methyl-1H-imidazol-5-yl)-4-[3-(trifluoromethyl)phenoxy]benzenesulfonamide (2R,3S,4S)-4-hydroxy-2-[(4-methoxyphenyl)methyl]pyrrolidin-3-yl-spiro[2.3]hexane-5-carboxylate O[C@@H]1[C@H]([C@H](NC1)CC1=CC=C(C=C1)OC)OC(=O)C1CC2(CC2)C1.CNS(=O)(=O)C1=CC(=C(C=C1)OC1=CC(=CC=C1)C(F)(F)F)C1=CN=C(N1)C